S1C(=NC=C1C1=CN=CS1)COC1=CC=CC(=N1)C1=CC(=C(CC2=NC3=C(N2C[C@H]2OCC2)C=C(C=C3)C(=O)O)C=C1F)F (S)-2-(4-(6-([5,5'-bithiazol]-2-ylmethoxy)pyridin-2-yl)-2,5-difluorobenzyl)-1-(oxetan-2-ylmethyl)-1H-benzo[d]imidazole-6-carboxylic acid